C(C)C1CC2=C(C3=CC=C(C=C3C(=C2CC1)OC)C)OC(C=C)=O 2-ethyl-6-methyl-9-acryloyloxy-10-methoxy-1,2,3,4-Tetrahydroanthracene